ethyl (S)-3-(benzyl((R)-1-phenylethyl)amino)-3-(3-(pyridin-3-yl)phenyl)propanoate C(C1=CC=CC=C1)N([C@@H](CC(=O)OCC)C1=CC(=CC=C1)C=1C=NC=CC1)[C@H](C)C1=CC=CC=C1